CN1N=CC2=CC(=CC=C12)C(=O)NC=1C=CC=2N(C1)C=C(N2)C(=O)OCC Ethyl 6-[(1-methylindazole-5-carbonyl)amino]imidazo[1,2-a]pyridine-2-carboxylate